C(C)N1N=C(C(=C1)C1=NC(=NC=C1)NC=1C=C2CCN(CC2=CC1)CC(=O)OC(C)(C)C)C=1C=NC=CC1 tert-Butyl 2-(6-((4-(1-ethyl-3-(pyridin-3-yl)-1H-pyrazol-4-yl)pyrimidin-2-yl) amino)-3,4-dihydroisoquinolin-2(1H)-yl)acetate